FCC1(CC2(OCCO2)CCC1)CNC1=C(C#N)C=CC(=C1)[N+](=O)[O-] (((7-(fluoromethyl)-1,4-dioxaspiro[4.5]dec-7-yl)methyl)amino)-4-nitrobenzonitrile